C(C)(C)(C)OC(N(C=1N=CSC1)S(=O)(=O)C=1C(=NC(=CC1)F)C)=O ((6-fluoro-2-methylpyridin-3-yl)sulfonyl)(thiazol-4-yl)carbamic acid tert-butyl ester